N-(1-{4-[(3S)-2,3-dihydro[1,4]dioxino[2,3-b]pyridin-3-yl]benzyl}-piperidin-4-yl)methanesulfonamide O1C[C@@H](OC2=NC=CC=C21)C2=CC=C(CN1CCC(CC1)NS(=O)(=O)C)C=C2